11-Fluoro-N-(4-hydroxypentyl)undecanamide FCCCCCCCCCCC(=O)NCCCC(C)O